C(C1=CC=CC=C1)OC1=C(SC=C1)C(=O)NC=1C=NC(=CC1)C 3-(benzyloxy)-N-(6-methylpyridin-3-yl)thiophene-2-carboxamide